triLithium fluoromethanesulfonate FCS(=O)(=O)[O-].[Li+].[Li+].[Li+].FCS(=O)(=O)[O-].FCS(=O)(=O)[O-]